C(C)S(=O)(=O)CC#N 2-(ethylsulfonyl)acetonitrile